S1C(=NC2=C1C=CC=C2)C=2C(OC1=CC(=CC=C1C2)N(CC)CC)=O.[Ir+3] iridium (III) 3-(benzothiazol-2-yl)-7-(diethylamino)-coumarin